FC1=C(C=CC=2N(C=NC21)C)C#CC2=NN(C(=C2C(=O)N)NC)[C@@H]2CN([C@H](C2)COC)C(C=C)=O 3-[2-(4-fluoro-1-methyl-1,3-benzodiazol-5-yl)ethynyl]-1-[(3S,5R)-5-(methoxymethyl)-1-(prop-2-enoyl)pyrrolidin-3-yl]-5-(methylamino)pyrazole-4-carboxamide